(R)-4-((2-(((6-fluoro-3-methylpyridin-2-yl)(1-methylcyclopentyl)methyl)amino)-3,4-dioxocyclobut-1-en-1-yl)amino)-3-hydroxy-N,N-dimethylpicolinamide FC1=CC=C(C(=N1)[C@@H](C1(CCCC1)C)NC1=C(C(C1=O)=O)NC1=C(C(=NC=C1)C(=O)N(C)C)O)C